CN(CC(CNC(C#N)C)(C)C)C (3-(dimethylamino)-2,2-dimethylpropyl)aminopropionitrile